N-phenylthiomorpholine-4-sulfonamide C1(=CC=CC=C1)NS(=O)(=O)N1CCSCC1